O=C1N(C=CC=C1C(=O)NC=1C=NC(=CC1)COCC(F)(F)F)C1=C(C=CC=C1)OCC(F)(F)F 2-oxo-N-{6-[(2,2,2-trifluoroethoxy)methyl]pyridin-3-yl}-1-[2-(2,2,2-trifluoroethoxy)phenyl]-1,2-dihydropyridine-3-carboxamide